pinyl-chloroborane C12(C(CCC(C1(C)C)C2)C)BCl